{4-[5-(trifluoromethyl)-1,2,4-oxadiazol-3-yl] phenyl} carbamate C(N)(OC1=CC=C(C=C1)C1=NOC(=N1)C(F)(F)F)=O